ClC=1C=C(C=2N(N1)C=C(N2)C2CC2)[C@@H]2[C@H](C2)C2=CC=C(C=C2)F 6-chloro-2-cyclopropyl-8-[(1S,2S)-2-(4-fluorophenyl)cyclopropyl]imidazo[1,2-b]pyridazine